2,3,5-tri-n-hexylfuran C(CCCCC)C=1OC(=CC1CCCCCC)CCCCCC